3-(difluoromethyl)-4-((1-((2,4-dimethyl-6-oxo-1,6-dihydropyrimidin-5-yl)-methyl)-6-oxo-4-(1,1,2,2-tetrafluoroethyl)-1,6-dihydropyrimidin-5-yl)-oxy)-5-methylbenzonitrile FC(C=1C=C(C#N)C=C(C1OC1=C(N=CN(C1=O)CC1=C(N=C(NC1=O)C)C)C(C(F)F)(F)F)C)F